ClC1=C(C=CC=C1)C1=CC2=C(N=C(N=C2)NC2=CC=NC=C2)N2C1=NCC2 6-(2-chlorophenyl)-N-(pyridin-4-yl)-8,9-dihydroimidazo[1',2':1,6]pyrido[2,3-d]pyrimidin-2-amine